COC1=CC=C(CN2N=C(SCC2=O)C=2C(=NC=CN2)C(C)NC(C2=CC(=CC(=C2)C(F)(F)F)C(F)(F)F)=O)C=C1 N-(1-(3-(4-(4-methoxybenzyl)-5-oxo-5,6-dihydro-4H-1,3,4-thiadiazin-2-yl)pyrazin-2-yl)ethyl)-3,5-bis(trifluoromethyl)benzamide